C1(CC1)C[C@H](CN)NC (R)-3-cyclopropyl-N2-methylpropane-1,2-diamine